C1(=CC=CC=C1)N1N=NN=C1S(=O)(=O)CC(C)C=1N=NC=CC1 3-(1-((1-phenyl-1H-tetrazol-5-yl)sulfonyl)propan-2-yl)pyridazine